O.ClC1=C(C(=O)N2COC3=C(C2)C=CC=C3C3=CC(=C(C(=O)O)C=C3F)N3C2COCC3CC2)C(=CC(=C1)N1CC(C1)(OC)OC)Cl 4-[3-[2,6-Dichloro-4-(3,3-dimethoxyazetidin-1-yl)benzoyl]-2,4-dihydro-1,3-benzoxazin-8-yl]-5-fluoro-2-(3-oxa-8-azabicyclo[3.2.1]oct-8-yl)benzoic acid hydrate